methyl 2,11-dimethoxy-3-((3,4,5-trimethoxybenzoyl)oxy)-1,2,3,4,4a,5,7,8,13,13b,14,14a-dodecahydroindolo[2',3':3,4]pyrido[1,2-b]isoquinoline-1-carboxylate COC1C(C2CC3N(CC2CC1OC(C1=CC(=C(C(=C1)OC)OC)OC)=O)CCC1=C3NC3=CC(=CC=C31)OC)C(=O)OC